N1CC(C1)C12CC(C1)(C2)C2=C(C#N)C=C(C=C2)F 2-[3-(azetidin-3-yl)-1-bicyclo[1.1.1]pentanyl]-5-fluoro-benzonitrile